FC1=CC=C(C=C1)C1=NSC(O1)=O 5-(4-fluorophenyl)-1,3,4-oxathiazol-2-one